NC(CCCC(O)(C)C(C)(C)O)(C)C 3-amino-3-methylbutyl-pinacol